OC(CCCCCCC(=O)OCCO)CCCCCCC(CCC)O ethylene glycol 8,15-dihydroxystearate